C(C=C)(=O)OCCO[SiH3] (acryloxyethoxy)silane